(1R,2S)-2-((2-bromo-5-fluorobenzo[d]thiazol-6-yl)oxy)-4,4-difluorocyclohexanol BrC=1SC2=C(N1)C=C(C(=C2)O[C@@H]2[C@@H](CCC(C2)(F)F)O)F